(S)-6-Chloro-1-(6-(3-methoxytetrahydrofuran-3-yl)-4-methylpyridin-2-yl)-3-(1-methyl-1H-pyrazol-4-yl)-1H-pyrazolo[4,3-c]pyridine ClC1=CC2=C(C=N1)C(=NN2C2=NC(=CC(=C2)C)[C@@]2(COCC2)OC)C=2C=NN(C2)C